C(C1=CC=CC=C1)OC1=CC=C(C=C1)C1=NC(=NC=C1)CC(CC(=O)OCC)=O ethyl 4-(4-(4-(benzyloxy) phenyl) pyrimidin-2-yl)-3-oxobutyrate